C(=C)N1C2=CC=CC=C2C=2C=CC=CC12 9-vinyl-carbazole